2-((1-(dimethylamino)propan-2-yl)oxy)-7-(2-(methoxymethoxy)phenyl)-4-(piperazin-1-yl)-5,6,7,8-tetrahydro-1,7-naphthyridine-3-carbonitrile CN(CC(C)OC1=NC=2CN(CCC2C(=C1C#N)N1CCNCC1)C1=C(C=CC=C1)OCOC)C